BrC=1C(=C(C(=CC1)[N+](=O)[O-])N1C[C@@H](N(CC1)C(=O)OC(C)(C)C)CO)C(F)(F)F tert-butyl (2R)-4-[3-bromo-6-nitro-2-(trifluoromethyl)phenyl]-2-(hydroxymethyl)piperazine-1-carboxylate